OC(CCOC1=NC=C(C=N1)NC(O[C@@H](COC1=C(C=C2C(=N1)SC(=N2)C2=C1N=CC(=NC1=CC(=C2)C)OC)F)C)=O)(C)C (R)-1-((6-fluoro-2-(2-methoxy-7-methylquinoxalin-5-yl)thiazolo[5,4-b]pyridin-5-yl)oxy)propan-2-yl (2-(3-hydroxy-3-methylbutoxy)pyrimidin-5-yl)carbamate